7-(3-methoxyphenyl)-5-(methoxymethyl)pyrazolo[1,5-a]Pyrimidine-3-carboxylic acid ethyl ester C(C)OC(=O)C=1C=NN2C1N=C(C=C2C2=CC(=CC=C2)OC)COC